methyl (5-cyano-2-(((2R,5S)-3-(4-cyano-3-(trifluoromethyl)phenyl)-2-(trifluoromethyl)oxazolidin-5-yl)methoxy)phenyl)carbamate C(#N)C=1C=CC(=C(C1)NC(OC)=O)OC[C@@H]1CN([C@H](O1)C(F)(F)F)C1=CC(=C(C=C1)C#N)C(F)(F)F